N-(6-carbonyl-1,6-dihydropyridazin-4-yl)-5,6,7,8-tetrahydroquinoline-3-carboxamide C(=O)=C1C=C(C=NN1)NC(=O)C=1C=NC=2CCCCC2C1